C1(CCCC1)NC=1SC(=C(N1)C)C1=NC(=NC=C1)NC1=CC=C(C=N1)N1CCN(CC1)C(CO)=O 1-(4-(6-((4-(2-(cyclopentylamino)4-methylthiazol-5-yl)pyrimidin-2-yl)amino)pyridin-3-yl)piperazin-1-yl)-2-hydroxyethan-1-one